N-PHENYLPYRIMIDIN-2-AMIN C1(=CC=CC=C1)NC1=NC=CC=N1